2-hydroxy-2H-isoindole-1,3-dione ON1C(C2=CC=CC=C2C1=O)=O